1-(tert-butyl)-3-(2-(tert-butylsulfonyl)phenyl)-5-methyl-pyrazol-4-ol C(C)(C)(C)N1N=C(C(=C1C)O)C1=C(C=CC=C1)S(=O)(=O)C(C)(C)C